benzyl 7-cyclobutyl-5,6,7,8-tetrahydroimidazo[1,2-a]pyrazine-2-carboxylate C1(CCC1)N1CC=2N(CC1)C=C(N2)C(=O)OCC2=CC=CC=C2